FC(C(=O)O)(F)F.N1CC(C1)OC=1C=C2C(=NC=NC2=CC1OC)NC1=CC(=C(C=C1)Cl)Cl 6-(azetidin-3-yloxy)-N-(3,4-dichlorophenyl)-7-methoxyquinazolin-4-amine trifluoroacetate